NCCOCCOCCNC(O)=O (2-(2-(2-Aminoethoxy)ethoxy)ethyl)carbamic acid